FC=1C=C2C(=CNC2=CC1F)NC(N)=O 3-(5,6-difluoro-1H-indol-3-yl)urea